CCCCCCCCCCCCCCCCCCCCCCCCCC(C(=O)N[C@@H](COP(=O)([O-])OCC[N+](C)(C)C)[C@@H]([C@@H](CCCCCCCCCCC(C)C)O)O)O The molecule is an N-acyl-4-hydroxy-15-methylhexadecasphinganine-1-phosphocholine in which the acyl group has 27 carbons and 0 double bonds and is 2-hydroxylated. It derives from a 15-methylhexadecaphytosphingosine.